(S)-2-(1-methyl-2-oxopyrrolidin-3-yl)isoindoline-1,3-dione CN1C([C@H](CC1)N1C(C2=CC=CC=C2C1=O)=O)=O